OC(CNC1=CC=C(C=C1)C)C1=NNC(O1)=S 5-(1-hydroxy-2-p-tolylaminoethyl)-1,3,4-oxadiazole-2(3H)-thione